(β-aminoethyl)aminopropyltrimethoxysilane NCCNCCC[Si](OC)(OC)OC